3-butyl-1-methyl-3aH,5H,7H,7aH-pyrazolo[3,4-d]pyrimidine-4,6-dione C(CCC)C1=NN(C2NC(NC(C21)=O)=O)C